C(C)(C)C1=NC=CC(=N1)C1=C(N=C(S1)NC(N)=O)C 3-(5-(2-isopropylpyrimidin-4-yl)-4-methylthiazol-2-yl)urea